N-[(6-Amino-2-pyridyl)sulfonyl]-6-(4-chloro-3-propoxyphenyl)-2-(4-methyl-1-piperidyl)pyridin-3-carboxamid NC1=CC=CC(=N1)S(=O)(=O)NC(=O)C=1C(=NC(=CC1)C1=CC(=C(C=C1)Cl)OCCC)N1CCC(CC1)C